C(C)(C)OC(=O)C=1C(=NC(=NC1)Cl)C1=C2C=NN(C2=CC(=C1)C(N)=O)C (6-carbamoyl-1-methyl-1H-indazol-4-yl)-2-chloropyrimidine-5-carboxylic acid isopropyl ester